(1R,2S,5S)-3-((S)-2-acetamido-3,3-dimethylbutyryl)-N-((S)-cyano(isoquinolin-4-yl)methyl)-6,6-dimethyl-3-azabicyclo[3.1.0]hexane-2-carboxamide L-aspartate N[C@@H](CC(=O)O)C(=O)O.C(C)(=O)N[C@H](C(=O)N1[C@@H]([C@H]2C([C@H]2C1)(C)C)C(=O)N[C@@H](C1=CN=CC2=CC=CC=C12)C#N)C(C)(C)C